C1CCC12NCCC(C2)N2N=C1C(=CC(=CC1=C2)C=2C=C(C=1N(N2)C=C(N1)C)C)F 6-[2-(5-azaspiro[3.5]non-8-yl)-7-fluoro-indazol-5-yl]-2,8-dimethyl-imidazo[1,2-b]pyridazine